C(C)(C)(C)OC=1C(=C(C(=CC1)OC)C1=C(C=CC=C1C(C)C)C(C)C)P(C1CCCCC1)C1CCCCC1 (3-(tert-Butoxy)-2',6'-diisopropyl-6-methoxy-[1,1'-biphenyl]-2-yl)dicyclohexylphosphane